3-hydroxy-piperidine-4-carboxamide OC1CNCCC1C(=O)N